C(#N)C(CCNC1=CC=CC=C1)C#N dicyanopropyl-aniline